C(=O)(O)N1N(N(C2=CC=NN=C2N1)C(=O)O)C(=O)O tricarboxyhexaazanaphthalene